tert-butyl 2-(1-(tert-butoxycarbonyl) piperidin-4-yl)-6-(2,4-dioxotetrahydropyrimidin-1(2H)-yl)-1H-indole-1-carboxylate C(C)(C)(C)OC(=O)N1CCC(CC1)C=1N(C2=CC(=CC=C2C1)N1C(NC(CC1)=O)=O)C(=O)OC(C)(C)C